2-(N-(1-(cyclopropyl(naphthalen-1-yl)methyl)piperidin-4-yl)methylsulfonamido)-N-(2-oxo-2-(prop-2-yn-1-ylamino)ethyl)acetamide C1(CC1)C(N1CCC(CC1)N(S(=O)(=O)C)CC(=O)NCC(NCC#C)=O)C1=CC=CC2=CC=CC=C12